C[Si](O[Si](O[Si](C)(C)C)(O[Si](C)(C)C)C)(C1=CC=CC=C1)C 3-[(dimethylphenylsilyl)oxy]1,1,1,3,5,5,5-heptamethyltrisiloxane